C(C1=CC=CC=C1)OC1=C(C=CC=C1)C1=CC(=C(N=N1)N)N1N=CC(=C1)N1CCC2(OCCO2)CC1 6-(2-benzyloxyphenyl)-4-[4-(1,4-dioxa-8-azaspiro[4.5]decan-8-yl)pyrazol-1-yl]pyridazin-3-amine